2-[4-(5-amino-4-carbamoyl-1-isopropyl-pyrazol-3-yl)phenyl]acetic acid NC1=C(C(=NN1C(C)C)C1=CC=C(C=C1)CC(=O)O)C(N)=O